C(C)(C)N1CCC(CC1)C(=O)NCC=1C=CC=2NC3=CC=C(C=C3OC2C1)C(F)(F)F 1-Isopropyl-N-((7-(trifluoromethyl)-10H-phenoxazin-3-yl)methyl)piperidine-4-carboxamide